tert-butyl 4-[2-[4-[2-[6-methyl-7-oxo-1-(p-tolylsulfonyl)pyrrolo[2,3-c]pyridin-4-yl]-4-nitro-phenoxy]phenyl]ethyl]piperidine-1-carboxylate CN1C(C2=C(C(=C1)C1=C(OC3=CC=C(C=C3)CCC3CCN(CC3)C(=O)OC(C)(C)C)C=CC(=C1)[N+](=O)[O-])C=CN2S(=O)(=O)C2=CC=C(C=C2)C)=O